O1-tert-butyl O4-methyl 4-methoxypiperidine-1,4-dicarboxylate COC1(CCN(CC1)C(=O)OC(C)(C)C)C(=O)OC